COC=1C=C(C=CC1OC)C1=C2C=CN(C(C2=CN=C1)=O)CC=1N=C2N(C=C(C=C2)C)C1 5-(3,4-dimethoxyphenyl)-2-((6-methylimidazo[1,2-a]pyridin-2-yl)methyl)-2,7-naphthyridin-1(2H)-one